C(CN1C(=NC2=C1C=CC(=C2)C(N)=O)C=2C1=C(SC2C(=O)O)C(=CC=C1Br)F)N1C(=NC2=C1C=CC(=C2)C(N)=O)C=2C1=C(SC2C(=O)O)C(=CC=C1Br)F 3,3'-(ethane-1,2-diylbis(5-carbamoyl-1H-benzo[d]imidazole-1,2-diyl))bis(4-bromo-7-fluoro-benzo[b]thiophene-2-carboxylic acid)